1-{8-(3,5-dichlorophenyl)-3-[(4S)-3,4-dihydro-2H-chromen-4-ylcarbamoyl]quinolin-4-yl}-L-proline tert-butyl ester C(C)(C)(C)OC([C@H]1N(CCC1)C1=C(C=NC2=C(C=CC=C12)C1=CC(=CC(=C1)Cl)Cl)C(N[C@H]1CCOC2=CC=CC=C12)=O)=O